ClC1=NC=C(C(=C1)C1=C(C=NC(=C1)C)C(=O)NC=1SC2=C(N1)CN(C2)C(=O)C=2OC(=CN2)C)OC 2'-chloro-5'-methoxy-6-methyl-N-[5-(5-methyl-1,3-oxazole-2-carbonyl)-4H,5H,6H-pyrrolo[3,4-d][1,3]thiazol-2-yl]-[4,4'-bipyridine]-3-carboxamide